ClC1=CC(=CC(=N1)N1C(C2=CC(=CC=C2C1)C1(CCC1)CC1=NN=CN1C)=O)CN1C[C@H](CCC1)C (S)-2-(6-Chloro-4-((3-methylpiperidin-1-yl)methyl)pyridin-2-yl)-6-(1-((4-methyl-4H-1,2,4-triazol-3-yl)methyl)cyclobutyl)isoindolin-1-one